tert-butyl 4-(4-(6-bromoquinazolin-4-yl)-2-fluorophenyl)piperazine-1-carboxylate BrC=1C=C2C(=NC=NC2=CC1)C1=CC(=C(C=C1)N1CCN(CC1)C(=O)OC(C)(C)C)F